2-[(2S,3R)-3-(4-cyano-3,5-diethoxy-phenyl)-2-(cyclopentyloxy)-3-hydroxy-propyl]-1,3-benzothiazole-4-carboxylic acid ethyl ester C(C)OC(=O)C=1C=CC=C2C1N=C(S2)C[C@@H]([C@H](O)C2=CC(=C(C(=C2)OCC)C#N)OCC)OC2CCCC2